C(N)(=O)C=1C=NC2=C(C=NC(=C2C1)N1C[C@@H](N([C@@H](C1)C)C(=O)OC(C)(C)C)C)C(NC=1C=C(C=2N(C1)C=C(N2)C)F)=O tert-butyl (2S,6R)-4-[3-carbamoyl-8-[(8-fluoro-2-methyl-imidazo[1,2-a]pyridin-6-yl)carbamoyl]-1,6-naphthyridin-5-yl]-2,6-dimethyl-piperazine-1-carboxylate